6-bromo-2-(3-methoxyphenyl)pyrazolo[1,5-a]pyridine BrC=1C=CC=2N(C1)N=C(C2)C2=CC(=CC=C2)OC